ClC=1C(=NC(=NC1)NC1=C(C=C(C(=C1)C)N1CCC(CC1)N1CCN(CC1)C)OC)NC=1C=CC=C2CCN(C12)S(=O)(=O)C 5-chloro-N2-(2-methoxy-5-methyl-4-(4-(4-methylpiperazin-1-yl)piperidin-1-yl)phenyl)-N4-(1-(methylsulfonyl)indolin-7-yl)pyrimidine-2,4-diamine